acrylic acid, 3,4-epoxytricyclo[5.2.1.02,6]Decan-8-yl ester C(C=C)(=O)OC1C2C3CC4C(C3C(C1)C2)O4